(R)-1,4-dichloro-5-(methyl-d3)-6,7-dihydro-5H-cyclopenta[d]pyridazine ClC1=NN=C(C2=C1CC[C@H]2C([2H])([2H])[2H])Cl